C(C1=CC=CC=C1)OC=1C=C(C=NC1)C1=C(C=CC2=CC=CC=C12)SCC(=O)N[C@@H](C(=O)NC)CC1=CC(=C(C=C1)C)OC (R)-2-(2-((1-(5-(benzyloxy)pyridin-3-yl)naphthalen-2-yl)thio)acetamido)-3-(3-methoxy-4-methylphenyl)-N-methylpropanamide